C1=CC=CC=2C3=CC=CC=C3C(C12)COC(=O)NCC(=O)O 2-(((9H-fluoren-9-yl)methoxy)carbonylamino)acetic acid